C(C)(C)(C)OC(=O)N1CC=2N=C(N=C(C2C1)N1[C@H](CCC1)CO)Cl (R)-2-chloro-4-(2-(hydroxymethyl)pyrrolidin-1-yl)-5H-pyrrolo[3,4-d]pyrimidine-6(7H)-carboxylic acid tert-butyl ester